2,4-Dichloro-5-nitropyridine ClC1=NC=C(C(=C1)Cl)[N+](=O)[O-]